C1(=CC=CC=C1)C1=CC(C2=CC=CC=C12)=[Ru-3](=C1N(C(=C(N1CC)Cl)Cl)CC)Cl (3-phenyl-1H-inden-1-ylidene)(4,5-dichloro-1,3-diethyl-1,3-dihydro-2H-imidazol-2-ylidene)ruthenium(II) chloride